trimethyl-λ5-bismuthanimine C[Bi](=N)(C)C